ClC1=C(C=2N(C=N1)C1=C(N2)CCN([C@@H]1C)C(=O)C1=NC=C(C=N1)OC)Cl (R)-(3,4-dichloro-9-methyl-6,9-dihydropyrido[4',3':4,5]imidazo[1,2-c]pyrimidin-8(7H)-yl)(5-methoxypyrimidin-2-yl)methanone